N1(CCOCC1)C=1OC2=C(N1)C=C(C=C2)NC(=O)C=2C=CC1=C(CCO1)C2 2,3-dihydro-benzofuran-5-carboxylic acid (2-morpholin-4-yl-benzooxazol-5-yl)-amide